Tetramethylammonium bitartrate [O-]C(=O)C(O)C(O)C(=O)O.C[N+](C)(C)C